4-[3-[(3R,9aS)-3-(5-chloro-2-oxo-1H-pyridin-3-yl)-3,4,6,7,9,9a-hexahydro-1H-pyrazino[2,1-c][1,4]oxazine-8-carbonyl]-2-chloro-phenyl]-1H-pyrrole-2-carbonitrile ClC=1C=C(C(NC1)=O)[C@@H]1CN2[C@H](CO1)CN(CC2)C(=O)C=2C(=C(C=CC2)C=2C=C(NC2)C#N)Cl